1,3,5-tris(4-pyridine-3-ylphenyl)benzene N1=CC(=CC=C1)C1=CC=C(C=C1)C1=CC(=CC(=C1)C1=CC=C(C=C1)C=1C=NC=CC1)C1=CC=C(C=C1)C=1C=NC=CC1